C(C)(C)(C)C1N(CCN(C1)C1=NN(C(=C1)C)C1=CC(=C(C=C1)F)F)C(=O)OC(C)SC=C vinyl-thioethanol tert-butyl-4-[1-(3,4-difluorophenyl)-5-methyl-pyrazol-3-yl]piperazine-1-carboxylate